CCC(C)O[Al](OC(C)CC)OC(C)CC aluminium s-butoxide